(1-((2-(trimethylsilyl)ethoxy)methyl)pyrazolo(4,3-c)pyridin-4-yl)methanol C[Si](CCOCN1N=CC=2C(=NC=CC21)CO)(C)C